6-(4-(pyrazolo[1,5-a]pyridin-7-yl)benzyl)-6,7-dihydro-5H-pyrrolo[3,4-b]pyridin-5-one-7,7-d2 N1=CC=C2N1C(=CC=C2)C2=CC=C(CN1C(C3=NC=CC=C3C1=O)([2H])[2H])C=C2